FC1C(C2(C3=C1N(N=C3C(F)(F)F)CC3=CC=C(C=C3)OC)OCCO2)=O 6'-fluoro-1'-[(4-methoxyphenyl)methyl]-3'-(trifluoromethyl)spiro[1,3-dioxolane-2,4'-6H-cyclopenta[c]pyrazole]-5'-one